CN1N=NC(=C1CN(C(=O)OCCCCC)C)C1=CC=C(C=N1)O[C@@H]1C[C@H](CCC1)C(=O)O (1S,3S)-3-((6-(1-methyl-5-((methyl-((pentyloxy)carbonyl)amino)methyl)-1H-1,2,3-triazol-4-yl)pyridin-3-yl)oxy)cyclohexane-1-carboxylic acid